C(C)OC(=O)C1=CN(C=C1C)CCCI 1-(3-iodopropyl)-4-methyl-1H-pyrrole-3-carboxylic acid ethyl ester